NC=1C2=C(N=C(N1)C)N(C=C2C2=C(C=C(C=C2)NC(C(O)C2=C(C=CC=C2)Cl)=O)C)C N-(4-(4-amino-2,7-dimethyl-7H-pyrrolo[2,3-d]pyrimidin-5-yl)-3-methylphenyl)-2-(2-chlorophenyl)-2-hydroxyacetamide